OC1=CC=C(C=C1)/C(=C(/C=1C=C2C=NN(C2=CC1)C1OCCCC1)\C1=CC=C(C=C1)/C=C/C(=O)OCC)/CC (E)-ethyl 3-(4-((E)-2-(4-hydroxyphenyl)-1-(1-(tetrahydro-2H-pyran-2-yl)-1H-indazol-5-yl)but-1-en-1-yl)phenyl)acrylate